2-(difluoromethyl)-5-(3-fluoro-4-((4-(isoindolin-5-yl)-1H-1,2,3-triazol-1-yl)methyl)phenyl)-1,3,4-oxadiazole FC(C=1OC(=NN1)C1=CC(=C(C=C1)CN1N=NC(=C1)C=1C=C2CNCC2=CC1)F)F